C[N+](CCCCCCC)(CCNC(=O)C=1N(C=C(C1)NC(=O)C=1N(C=C(C1)NC(C1=CC=C(C=C1)\C=C\C=1C=NC2=CC=CC=C2C1)=O)C)C)C (E)-N,N-dimethyl-N-(2-(1-methyl-4-(1-methyl-4-(4-(2-(quinolin-3-yl)vinyl)benzamido)-1H-pyrrole-2-carboxamido)-1H-pyrrole-2-carboxamido)ethyl)heptan-1-aminium